N-(2-bromoethyl)-1,3-propanediamine dihydrobromide C(CN)CNCCBr.Br.Br